C(C1=CC=CC=C1)OC=1C(C=CN2N(C3N(C(C21)=O)CC2(C3)COCCC2)C(=O)OC(C)(C)C)=O tert-butyl 9'-(benzyloxy)-8',10'-dioxo-3',3a',5,6,8',10'-hexahydro-1'H,2H,4'H-spiro[pyran-3,2'-pyrido[2,1-f]pyrrolo[2,1-c][1,2,4]triazine]-4'-carboxylate